3-methyl-4-(1-(tert-butoxycarbonyl)-5-(1-(tert-butoxycarbonyl)piperidin-4-yl)-3-ethyl-1H-indol-2-yl)-1H-pyrrolo[2,3-b]Pyridine-1-carboxylic acid tert-butyl ester C(C)(C)(C)OC(=O)N1C=C(C=2C1=NC=CC2C=2N(C1=CC=C(C=C1C2CC)C2CCN(CC2)C(=O)OC(C)(C)C)C(=O)OC(C)(C)C)C